N1=CC=C(C=C1)N Pyridine-4-ylamine